FC(C1=CC=C(S1)C=1C=C2C(=NC1)N(C(N2CC=2N=NN(C2)C)=O)C)F 6-[5-(difluoromethyl)-2-thienyl]-3-methyl-1-[(1-methyltriazol-4-yl)methyl]imidazo[4,5-b]pyridin-2-one